3-(3-bromo-2,6-difluorophenyl)-2,7-dihydro-1H-2a,4,6,7,9,9a-hexaazadicyclopenta[cd,f]azulene BrC=1C(=C(C(=CC1)F)C1=NC2=CN=C3N(C4=C2N1CC4)N=CN3)F